C(C)(=O)C=1C=C(C=CC1)NC(CN1C(C2=C(C=CC=C2C=C1)N(C=1C=C2C=NN(C2=CC1)C)C)=O)=O N-(3-acetylphenyl)-2-[8-[methyl-(1-methylindazol-5-yl)amino]-1-oxo-2-isoquinolyl]acetamide